CCN(CC)CCOC(=O)C(=C)C 2-(N,N-diethylamino)ethyl methacrylate